FC=1C=CC(=C(C1)C1=C(C=CC=C1)C(C)C)OC=1C(=NC=NC1)N1CC2(CCN(C2)CC2CCC(CC2)NC(OC(C)(C)C)=O)CC1 tert-butyl ((1r,4r)-4-((7-(5-((5-fluoro-2'-isopropyl-[1,1'-biphenyl]-2-yl)oxy)pyrimidin-4-yl)-2,7-diazaspiro[4.4]nonan-2-yl)methyl)cyclohexyl)carbamate